(±)-trans-3-(4-(5-((((cyclopropyl-methyl)(methyl)carbamoyl)oxy)methyl)-1-methyl-1H-pyrazol-4-yl)phenoxy)cyclohexane-1-carboxylic acid C1(CC1)CN(C(=O)OCC1=C(C=NN1C)C1=CC=C(O[C@@H]2C[C@H](CCC2)C(=O)O)C=C1)C |r|